methyl 1-(2-((1R,3S,5R)-3-((6-bromopyridin-2-yl)carbamoyl)-2-azabicyclo[3.1.0]hexan-2-yl)-2-oxoethyl)-1H-pyrrolo[2,3-b]pyridine-5-carboxylate BrC1=CC=CC(=N1)NC(=O)[C@H]1N([C@@H]2C[C@@H]2C1)C(CN1C=CC=2C1=NC=C(C2)C(=O)OC)=O